FC(C1=CC(=NC=C1)NC(C1=CC=CC=C1)=O)(F)F N-(4-(trifluoromethyl)pyridin-2-yl)benzamid